C1(=CC=C(C=C1)SC1=CC=C(C(=O)C2=CC=CC=C2)C=C1)C 4-(4-tolyl-thio)-benzophenone